FC(CCC1=NN=C(S1)C(=O)NCC1=C(C=CC(=C1)OC(F)(F)F)F)CN1N=NC(=C1)C(NCC=1C=NC(=CC1)C)=O 5-[3-fluoro-4-(4-{[(6-methylpyridin-3-yl)methyl]carbamoyl}-1H-1,2,3-triazol-1-yl)butyl]-N-{[2-fluoro-5-(trifluoromethoxy)phenyl]methyl}-1,3,4-thiadiazole-2-carboxamide